(Z)-N-(2-fluoro-5-(2-(2-hydroxyethoxy)-6-morpholinopyridin-4-yl)-4-methylphenyl)-3-(2,2,2-trifluoroethylidene)pyrrolidine-1-carboxamide FC1=C(C=C(C(=C1)C)C1=CC(=NC(=C1)N1CCOCC1)OCCO)NC(=O)N1C\C(\CC1)=C/C(F)(F)F